(R)-1-(2-NITROPHENYL)PIPERIDINE-3-CARBOXYLIC ACID [N+](=O)([O-])C1=C(C=CC=C1)N1C[C@@H](CCC1)C(=O)O